2-(4-Fluorophenyl)-2-(1-((4aR,8aS)-3-oxooctahydro-2H-pyrido[4,3-b][1,4]oxazine-6-carbonyl)piperidin-4-yl)acetonitrile FC1=CC=C(C=C1)C(C#N)C1CCN(CC1)C(=O)N1C[C@@H]2[C@@H](OCC(N2)=O)CC1